5-[1-(3-bromo-5-fluoro-phenyl)-3-methyl-cyclobutyl]-4-methyl-1,2,4-triazole-3-thiol BrC=1C=C(C=C(C1)F)C1(CC(C1)C)C=1N(C(=NN1)S)C